(1R,3s,5S)-3-(ethylamino)-8-azabicyclo[3.2.1]octane-8-carboxylic acid tert-butyl ester C(C)(C)(C)OC(=O)N1[C@H]2CC(C[C@@H]1CC2)NCC